3-(2-chlorobenzyl)-5-fluoro-2-methyl-aniline ClC1=C(CC=2C(=C(N)C=C(C2)F)C)C=CC=C1